2,2-dihydroxy-4-(3-acryloyloxy-2-hydroxypropoxy)benzophenone OC1(C(C(=O)C2=CC=CC=C2)C=CC(=C1)OCC(COC(C=C)=O)O)O